7-Cyclopropyl-1-(2-(difluoromethoxy)pyridin-3-yl)quinazoline-2,4(1H,3H)-dione C1(CC1)C1=CC=C2C(NC(N(C2=C1)C=1C(=NC=CC1)OC(F)F)=O)=O